2-(4-hydroxytetrahydro-2H-pyran-4-yl)-1-((S)-2-methyl-azetidin-1-yl)ethan-1-one Benzyl-8-(dimethylamino)-2-oxa-6-azaspiro[3.4]octane-6-carboxylate C(C1=CC=CC=C1)OC(=O)N1CC2(COC2)C(C1)N(C)C.OC1(CCOCC1)CC(=O)N1[C@H](CC1)C